2-(4-((5-(benzyloxy)-3-fluoro-2-(o-tolyl)-1H-indol-1-yl)methyl)phenyl)-N-methoxy-N-methylacetamide C(C1=CC=CC=C1)OC=1C=C2C(=C(N(C2=CC1)CC1=CC=C(C=C1)CC(=O)N(C)OC)C1=C(C=CC=C1)C)F